OCCNC(C=CC=CC=CC=CC=CCCCCCCCCCCC)=O N-(2-hydroxyethyl)-Docosapentaenamide